1-(4-(6-((5-fluoro-4-(4-methyl-2-(methylamino)thiazol-5-yl)pyrimidin-2-yl)amino)pyridin-3-yl)piperazin-1-yl)ethan-1-one FC=1C(=NC(=NC1)NC1=CC=C(C=N1)N1CCN(CC1)C(C)=O)C1=C(N=C(S1)NC)C